1-benzyl-1-(1-((2,6-dimethylphenyl)amino)-1-oxobutan-2-yl)phosphinan-1-ium formate C(=O)[O-].C(C1=CC=CC=C1)[P+]1(CCCCC1)C(C(=O)NC1=C(C=CC=C1C)C)CC